FC(CN1C(=NC=2C1=NC(=CN2)C2=CNC=1N=C(N=C(C12)NC)NC1CCC(CC1)(C)N1C(CCC1)=O)C)F 1-((1s,4s)-4-((5-(1-(2,2-difluoroethyl)-2-methyl-1H-imidazo[4,5-b]pyrazin-6-yl)-4-(methylamino)-7H-pyrrolo[2,3-d]pyrimidin-2-yl)amino)-1-methylcyclohexyl)pyrrolidin-2-one